NC1=C2C(=NC=N1)N(N=C2C2=CC=C(C=C2)OC2=CC=CC=C2)C2CCN(CC2)CC2CN(CC2)CC2CN(C2)C=2C=C1CN(C(C1=CC2)=O)C2C(NC(CC2)=O)=O 3-(5-(3-((3-((4-(4-amino-3-(4-phenoxyphenyl)-1H-pyrazolo[3,4-d]pyrimidin-1-yl)piperidin-1-yl)methyl)pyrrolidin-1-yl)methyl)azetidin-1-yl)-1-oxoisoindolin-2-yl)piperidine-2,6-dione